7-Bromo-9,9-difluoro-9H-fluorene-2-carbonitrile BrC1=CC=C2C=3C=CC(=CC3C(C2=C1)(F)F)C#N